C1(CC1)C1=NC(=CC(=C1)C1=C(C=C(C#N)C=C1)C1=NN=CN1C)N1C(C2=CC(=CC(=C2C1)F)CN1[C@H]2CO[C@@](C1)(C2)C)=O 4-(2-Cyclopropyl-6-(4-fluoro-6-(((1R,4R)-1-methyl-2-oxa-5-azabicyclo[2.2.1]heptan-5-yl)methyl)-1-oxoisoindolin-2-yl)pyridin-4-yl)-3-(4-methyl-4H-1,2,4-triazol-3-yl)benzonitrile